ClC=1C=C(C=NC1N1N=CC=N1)NC(=O)[C@@H]1C[C@@](C2=C1C=NC=1N2N=C(C1)F)(C)C1=NN(C=C1)C1CC1 trans-N-(5-chloro-6-(2H-1,2,3-triazol-2-yl)pyridin-3-yl)-8-(1-cyclopropyl-1H-pyrazol-3-yl)-2-fluoro-8-methyl-7,8-dihydro-6H-cyclopenta[e]pyrazolo[1,5-a]pyrimidine-6-carboxamide